NC1=C(C=CC(=C1)O)COCC1=C(C=C(C=C1)O)N 2-amino-4-hydroxyphenylmethyl ether